(6'-Oxo-1',6'-dihydro-3'H-spiro[cyclopropane-1,4'-pyrido[2,1-c][1,4]oxazin]-7'-yl)carbamic acid tert-butyl ester C(C)(C)(C)OC(NC1=CC=C2COCC3(N2C1=O)CC3)=O